ClC=1C(=C(C=CC1)NC(=S)C1=C(CCNC1=O)NCC1=C(C=NC=C1)OCC1(N(CC1)C(=O)OC(C)(C)C)C)OC Tert-Butyl 2-[({4-[({5-[(3-chloro-2-methoxyphenyl)carbamothioyl]-6-oxo-1,2,3,6-tetrahydropyridin-4-yl}amino)methyl]pyridin-3-yl}oxy)methyl]-2-methylazetidine-1-carboxylate